COC1=CC=C(C=C1)N1COC(=N1)C(F)(F)F 3-(4-methoxyphenyl)-5-trifluoromethyl-1,3,4-oxadiazole